CC1=C(OC2=C1C=CC=C2)C2=CC=CC=C2 3-Methyl-2-phenylbenzofuran